3-Isopropyl-5-methyl-1,2,4-triazole C(C)(C)C1=NNC(=N1)C